5-Chloro-4-(4,4,5,5-tetramethyl-1,3,2-dioxaborolan-2-yl)naphthalen-2-ol ClC1=C2C(=CC(=CC2=CC=C1)O)B1OC(C(O1)(C)C)(C)C